(2S,3S,4R,5R)-5-(2-(5-fluoropyridin-3-yl)-6-(((4-methylpyridin-2-yl)methyl)-amino)-9H-purin-9-yl)-3,4-dihydroxyl-N-methyltetrahydrothiophen-2-formamide FC=1C=C(C=NC1)C1=NC(=C2N=CN(C2=N1)[C@H]1[C@@H]([C@@H]([C@H](S1)C(=O)NC)O)O)NCC1=NC=CC(=C1)C